N1=CC=C(C=C1)NC1=NC=CC(=C1)C=1C=C2C(=NNC2=CC1)N 5-(2-(Pyridin-4-ylamino)pyridin-4-yl)-1H-indazol-3-amine